tert-butyl (R)-(1-(((benzyloxy)carbonyl)((4-bromo-1-methyl-1H-pyrazol-3-yl)methyl)amino)propan-2-yl)(methyl)carbamate C(C1=CC=CC=C1)OC(=O)N(C[C@@H](C)N(C(OC(C)(C)C)=O)C)CC1=NN(C=C1Br)C